C(C)(=O)N1[C@H](C[C@H](C2=CC(=CC=C12)F)NC1=CC=C(C=C1)C#CCNC(OC(C)(C)C)=O)C tert-butyl (3-(4-(((2S,4R)-1-acetyl-6-fluoro-2-methyl-1,2,3,4-tetrahydroquinolin-4-yl)amino)phenyl)prop-2-yn-1-yl)carbamate